4-Chloro-N-{(1R)-1-[1-(3-methylbutanoyl)-1,2,3,4-tetrahydrochinolin-6-yl]ethyl}benzamid ClC1=CC=C(C(=O)N[C@H](C)C=2C=C3CCCN(C3=CC2)C(CC(C)C)=O)C=C1